C(CCCCCCCCCCCCCCCCC)(=O)OCC(COP(O)O)(COC(CCCCCCCCCCCCCCCCC)=O)CO pentaerythritol phosphite distearate